ClC1=C(C=CC=2C(=C3N(C12)CCN(C3)C(CC3N(CCOC3)C(=O)OC(C)(C)C)=O)C=3C=NNC3)Cl tert-Butyl 3-[2-[6,7-dichloro-10-(1H-pyrazol-4-yl)-3,4-dihydro-1H-pyrazino[1,2-a]indol-2-yl]-2-oxo-ethyl]morpholine-4-carboxylate